FC(C=1C=C(C=CC1)NC1=NC(=NC(=N1)N1CCOCC1)OC1=CC=C(C=C1)OC)(F)F N-(3-(trifluoromethyl)phenyl)-4-morpholinyl-6-(4-methoxyphenoxy)-[1,3,5]triazin-2-amine